N1(CCC1)C(=O)C=1C=CC2=C(N(C(=N2)C=2C(=C(C(=C(C2)OC)O)O)F)C2(COC2)C)C1 4-[6-(azetidine-1-carbonyl)-1-(3-methyloxetan-3-yl)-1H-1,3-benzodiazol-2-yl]-3-fluoro-6-methoxybenzene-1,2-diol